2-(4-chlorophenyl)-N-[4-(3,4-dimethoxyphenyl)isoOxazol-5-yl]-2-prop-2-ynyloxyacetamide ClC1=CC=C(C=C1)C(C(=O)NC1=C(C=NO1)C1=CC(=C(C=C1)OC)OC)OCC#C